O1C=C(C=C1)C1=CNC=2N=C(N=C(C21)NC2=C(C=CC=C2)S(=O)(=O)N(C)C)NC2=C(C=C1CCN(CC1=C2)C)OC 2-((5-(Furan-3-yl)-2-((6-methoxy-2-methyl-1,2,3,4-tetrahydroisoquinolin-7-yl)amino)-7H-pyrrolo[2,3-d]pyrimidin-4-yl)amino)-N,N-dimethylbenzenesulfonamide